COCCOC1=CC=C2C(=CC(=NC2=C1)C1=CC=CC=C1)C(=O)NC=1SC(=CN1)[N+](=O)[O-] 7-(2-methoxyethoxy)-N-(5-nitrothiazol-2-yl)-2-phenylquinoline-4-carboxamide